Dimethyl(3-(2-((3,3,3-trifluoro-2-hydroxypropyl)amino)-5-(trifluoromethyl)pyrimidin-4-yl)-1H-Indol-7-yl)phosphine oxide CP(C=1C=CC=C2C(=CNC12)C1=NC(=NC=C1C(F)(F)F)NCC(C(F)(F)F)O)(C)=O